tert-butyl {1-[2-(5-{1-[(6,7-dimethoxy-2-methylquinazolin-4-yl)amino]ethyl}thiophen-2-yl)phenyl]ethyl}carbamate COC=1C=C2C(=NC(=NC2=CC1OC)C)NC(C)C1=CC=C(S1)C1=C(C=CC=C1)C(C)NC(OC(C)(C)C)=O